pentalene borate B(O)(O)O.C1=CC=C2C=CC=C12